1,3-dimethyl-5-phenyl-barbituric acid CN1C(=O)N(C(=O)C(C1=O)C1=CC=CC=C1)C